benzo[c]phenanthrene-5-yl-boric acid C1=CC=CC=2C(=CC=3C=CC=4C=CC=CC4C3C21)OB(O)O